methyl 2-[4-[3-[3-fluoro-4-[2-oxo-2-[3-[[[(2S,3R,4R,5R)-2,3,4,5,6-pentahydroxyhexyl]amino]methyl] azetidin-1-yl]ethyl]phenoxy]propyl]-1-piperidyl]pyrimidine-5-carboxylate FC=1C=C(OCCCC2CCN(CC2)C2=NC=C(C=N2)C(=O)OC)C=CC1CC(N1CC(C1)CNC[C@@H]([C@H]([C@@H]([C@@H](CO)O)O)O)O)=O